C(C=C)(=O)N1C[C@@H](N(C[C@H]1C)C=1C2=C(N(C(N1)=O)C=1C(=NC=CC1C)C(C)C)N=C(C1=C2CCC1)C1=C(C=CC=C1O)F)C 1-((2S,5R)-4-propenoyl-2,5-dimethylpiperazin-1-yl)-6-(2-fluoro-6-hydroxyphenyl)-4-(2-isopropyl-4-methylpyridin-3-yl)-4,7,8,9-tetrahydro-3H-cyclopenta[4,5]pyrido[2,3-d]pyrimidin-3-one